C(C)(C)N1CCN(CC1)CC1=CC=C(C=C1)NC1=NC=CC(=N1)NC1=NC(=NC=C1)C1=NC(=CC=C1)C N2-[4-[(4-isopropylpiperazin-1-yl)methyl]phenyl]-N4-[2-(6-methyl-2-pyridyl)pyrimidin-4-yl]pyrimidine-2,4-diamine